OC1=CC2=C(N(CC3(CCC3)N(S2(=O)=O)C)C2=CC=CC=C2)C=C1SC 8-hydroxy-2-methyl-7-(methylthio)-5-phenyl-4,5-dihydro-2H-spiro[benzo[f][1,2,5]thiadiazepine-3,1'-cyclobutane] 1,1-dioxide